L-3-methyl-acrylamide CC=CC(=O)N